3-methoxy-5,7-bis(methoxymethoxy)-2-(3,4,5-tris(methoxymethoxy)phenyl)chroman-4-one COC1C(OC2=CC(=CC(=C2C1=O)OCOC)OCOC)C1=CC(=C(C(=C1)OCOC)OCOC)OCOC